1-(2-chloroethyl)-2-(3,4-dimethoxystyryl)-4,5-dimethoxybenzene ClCCC1=C(C=C(C(=C1)OC)OC)C=CC1=CC(=C(C=C1)OC)OC